ethyl 6-((5-chloro-3-(2,2,2-trifluoroethoxy)pyridin-2-yl)oxy)-[1,2,4]triazolo[1,5-a]pyridine-2-carboxylate ClC=1C=C(C(=NC1)OC=1C=CC=2N(C1)N=C(N2)C(=O)OCC)OCC(F)(F)F